CN(C)CCCN1NN(CC(C1)CCCN(C)C)CCCN(C)C 1,3,5-Tris(dimethylamino-propyl)hexahydrotriazin